(5-bromopyrazin-2-yl)methanol BrC=1N=CC(=NC1)CO